N-(4-((3-chloro-4-(pyridin-2-ylmethoxy)phenyl)amino)-5-methoxyquinazolin-6-yl)-3-(1-cyclobutylpyrrolidin-2-yl)acrylamide ClC=1C=C(C=CC1OCC1=NC=CC=C1)NC1=NC=NC2=CC=C(C(=C12)OC)NC(C=CC1N(CCC1)C1CCC1)=O